C(C=C)OCCOCCOCCO 2-[2-(2-Allyloxyethoxy)ethoxy]ethanol